O=C1C=CC(=CN1)C1=[N+](C=CC=C1)[O-] 2-(6-oxo-1H-pyridin-3-yl)pyridine-1-oxide